BrC=1C=C(C=C(C1)C(C)C)N1CCN(CC1)C(=O)OC(C)(C)C Tert-butyl 4-(3-bromo-5-isopropylphenyl)piperazine-1-carboxylate